1,3,5-trinitro-1,3,5-triazacyclohexane [N+](=O)([O-])N1CN(CN(C1)[N+](=O)[O-])[N+](=O)[O-]